O1CCN(CC1)CCCC1=CC=C(O1)C(CNNC(NCC)=S)NNC(NCC)=S 2,2'-(1-(5-(3-morpholinopropyl)furan-2-yl)ethane-1,2-diyl)bis(N-ethylhydrazine-1-thiocarboxamide)